NC1=C(C=C(C=C1Cl)C1=C2CN(C(C2=C(C=C1)NCC1=CC=CC=C1)=O)CC(C#N)=C)Cl 2-[[4-(4-amino-3,5-dichloro-phenyl)-7-(benzylamino)-1-oxo-isoindolin-2-yl]methyl]prop-2-enenitrile